ClC=1C(=C(C=CC1)[C@@H]1N(OCC1)C1=CC(=NC=N1)NC=1C(=CC(=C(C1)NC(C=C)=O)N1CCC(CC1)N1[C@@H](CN([C@@H](C1)C)C1CC1)C)OC)F N-(5-((6-((R)-3-(3-chloro-2-fluorophenyl)isoxazolidine-2-yl)pyrimidine-4-yl)amino)-2-(4-((2R,5R)-4-cyclopropyl-2,5-dimethylpiperazine-1-yl)piperidine-1-yl)-4-methoxyphenyl)acrylamide